Methyl 1-[5-(4,4,5,5-tetramethyl-1,3,2-dioxaborolan-2-yl)pyrimidin-2-yl]piperidine-4-carboxylate CC1(OB(OC1(C)C)C=1C=NC(=NC1)N1CCC(CC1)C(=O)OC)C